C(C(=C)C)(=O)NC(C[N+](CCC(=O)NC(CS(=O)(=O)[O-])(C)C)(C)C)C 2-(3-((2-methacrylamidopropyl) dimethylammonio) propanamido)-2-methylpropane-1-sulfonate